2-Chloro-N-(2-{4-[(3-chloropyridin-2-yl)oxy]piperidin-1-yl}-2-[4-(difluoromethyl)-1,3-thiazol-5-yl]ethyl)-6-fluorobenzamide ClC1=C(C(=O)NCC(C2=C(N=CS2)C(F)F)N2CCC(CC2)OC2=NC=CC=C2Cl)C(=CC=C1)F